ClC=1C=2C(N=C3N(C2C=CC1)C1=CC(=CC=C1C3(C)C)C3CCN(CC3)C3CCC(CC3)CO)=O 4-chloro-10-(1-(4-(hydroxymethyl)cyclohexyl)piperidin-4-yl)-7,7-dimethylindolo[1,2-a]quinazolin-5(7H)-one